FC1=CC=C(C=C1)[C@@H]1N(CCC2=CC=CC=C12)C(=O)C1CCC(CO1)NC(OCCCC)=O butyl 6-((S)-1-(4-fluorophenyl)-1,2,3,4-tetrahydroisoquinoline-2-carbonyl)-tetrahydro-2H-pyran-3-ylcarbamate